NC1=C2C(=NC=N1)N(N=C2C#CC=2C=C(C=CC2C)NC(=O)N2OCC[C@@H]2C2=CC=CC=C2)[C@H]2CNCC2 (R)-N-(3-((4-amino-1-((R)-pyrrolidin-3-yl)-1H-pyrazolo[3,4-d]pyrimidin-3-yl)ethynyl)-4-methylphenyl)-3-phenylisoxazolidin-2-carboxamide